C1=CC=CC=2C3=CC=CC=C3C(C12)COC(=O)N[C@@H]([C@@H](OC(C)(C)C)C)C(=O)O N-(((9H-fluoren-9-yl)methoxy)carbonyl)-O-(tert-butyl)-L-allothreonine